NC1=C2C(=NC=N1)N(N=C2C2=CC=C(C=C2)OC2=CC=CC=C2)C2CCC(CC2)N2CCN(CC2)C2CN(C2)C=2C=C(C(=CC2F)C(=O)O)C(=O)O 4-(3-(4-((1r,4r)-4-(4-amino-3-(4-phenoxyphenyl)-1H-pyrazolo[3,4-d]pyrimidine-1-yl)cyclohexyl)piperazin-1-yl)azetidin-1-yl)-5-fluorobenzene-1,2-dicarboxylic acid